2-(2-methyl-1H-pyrrolo[2,3-c]pyridin-3-yl)-2-oxoacetic acid methyl ester COC(C(=O)C1=C(NC2=CN=CC=C21)C)=O